acetoxime CC(C)=NO